N1=C(C=CC2=CC=CC=C12)COC(CCCCCCCCCCCCCCCCCCC)O (quinolin-2-ylmethoxy)eicosan-1-ol